6-methylheptyl 3-((4-((2-(dimethylamino)ethyl)(methyl)amino)-3-(2-octyldodecanamido)-4-oxobutyl)thio)propanoate CN(CCN(C(C(CCSCCC(=O)OCCCCCC(C)C)NC(C(CCCCCCCCCC)CCCCCCCC)=O)=O)C)C